NC1=C(C(=CC(=C1)C1CCCCC1)C1CCCCC1)O 2-Amino-4,6-dicyclohexylphenol